Cl.N1C=NC(=C1)CO (1H-imidazole-4-yl)methanol hydrochloride